C(CCC)OC(=O)C1=NC(=NC(=C1)NC1=NNC(=C1)C)N(C1C2CC3CC(CC1C3)(C2)O)C Cis-butyl-6-[(5-methyl-1H-pyrazol-3-yl)amino]-2-(methyl[5-hydroxyadamantan-2-yl]amino)pyrimidine-4-carboxylate